1'-((2-(Trimethylsilyl)ethoxy)methyl)spiro[cyclohexane-1,3'-pyrrolo[2,3-b]pyridine]-2',4(1'H)-dione C[Si](CCOCN1C(C2(C=3C1=NC=CC3)CCC(CC2)=O)=O)(C)C